CC1CC2(N(C(C1)C2)C(=O)NC2=NC=C(C(=C2)C2=NN(C=N2)C)C(F)(F)F)C(=O)NNC(CC)=O 3-methyl-N-(4-(1-methyl-1H-1,2,4-triazol-3-yl)-5-(trifluoromethyl)pyridin-2-yl)-1-(2-propionylhydrazine-1-carbonyl)-6-azabicyclo[3.1.1]heptane-6-carboxamide